P(=O)([O-])([O-])[O-].[Fe+2].[Mn+2].[Li+] lithium manganese-iron phosphate